(dodecyl methacrylate) methyl-methacrylate COC(C(=C)C)=O.C(CCCCCCCCCCC)C=C(C(=O)O)C